6-(trifluoromethoxy)-2-(trifluoromethyl)-2H-chromene-3-carboxylate FC(OC=1C=C2C=C(C(OC2=CC1)C(F)(F)F)C(=O)[O-])(F)F